3-[5-[4-(aminomethyl)cyclohexen-1-yl]-3-methyl-2-oxo-benzimidazol-1-yl]piperidine-2,6-dione NCC1CC=C(CC1)C1=CC2=C(N(C(N2C)=O)C2C(NC(CC2)=O)=O)C=C1